C(C)(=O)C1=NN(C2=CC=C(C=C12)C=1C=NC(=NC1)CNC(OC(C)(C)C)=O)CC(=O)N1[C@@H](C[C@H](C1)F)C(NC1=NC(=CC=C1)Br)=O tert-butyl ((5-(3-Acetyl-1-(2-((2S,4R)-2-((6-bromopyridin-2-yl)carbamoyl)-4-fluoropyrrolidin-1-yl)-2-oxoethyl)-1H-indazol-5-yl)pyrimidin-2-yl)methyl)carbamate